C(=O)O.CN(CCC1=CNC2=CC=CC(=C12)OC(=O)N1CC2(COC2)C1)C 2-oxa-6-azaspiro[3.3]heptane-6-carboxylic acid 3-(2-(dimethylamino) ethyl)-1H-indol-4-yl ester formate salt